2-bromo-1-(5-nitro-3-pyridyl)ethanone BrCC(=O)C=1C=NC=C(C1)[N+](=O)[O-]